FC1=C(C=C(C(=C1)C)C1=NC=C(C=N1)F)NC(=O)N1[C@H]2C[C@@H](C[C@@]1(C2)C=2OC(=NN2)C)C (1R,3S,5S)-N-(2-fluoro-5-(5-fluoropyrimidin-2-yl)-4-methylphenyl)-3-methyl-1-(5-methyl-1,3,4-oxadiazol-2-yl)-6-azabicyclo[3.1.1]heptane-6-carboxamide